(1H-indol-3-yl)-3,3-dimethyl-2-carbonyl-1-(2-(thiophen-3-yl)ethyl)indoline-6-carboxamide N1C=C(C2=CC=CC=C12)C1=C2C(C(N(C2=CC(=C1)C(=O)N)CCC1=CSC=C1)=C=O)(C)C